Citric acid, trisodium salt [Na+].[Na+].[Na+].C(CC(O)(C(=O)[O-])CC(=O)[O-])(=O)[O-]